tert-butyl (3R,4R)-3-methyl-4-(methylamino)pyrrolidine-1-carboxylate C[C@@H]1CN(C[C@@H]1NC)C(=O)OC(C)(C)C